OC1=CC=C2C(=CC(OC2=C1C(=O)O)=O)CCC 7-hydroxy-4-propyl-2-oxo-2H-chromen-8-carboxylic acid